C(C(C)(C)C)(=O)OCCCCCCCCCCCCCCCCCC octadecyl neopentanoate